2-[7-(benzyloxy)indol-1-yl]ethanol C(C1=CC=CC=C1)OC=1C=CC=C2C=CN(C12)CCO